tert-butyl (2S,4r,6R)-4-hydroxy-2,6-dimethylpiperidine-1-carboxylate OC1C[C@@H](N([C@@H](C1)C)C(=O)OC(C)(C)C)C